N-(naphthalen-2-ylmethyl)-1-(thiophene-2-carbonyl)piperazine-2-carboxamide C1=C(C=CC2=CC=CC=C12)CNC(=O)C1N(CCNC1)C(=O)C=1SC=CC1